C(C)(=O)O[C@@H]1[C@@H](OCCCCCCCC)O[C@@H]([C@H]([C@@H]1OC(C)=O)OC(C)=O)COC(C)=O OCTYL 2,3,4,6-TETRA-O-ACETYL-ALPHA-D-MANNOPYRANOSIDE